methyl 5-(3-(1-methyl-1H-pyrazol-4-yl)-5-(1-(2-methyl-5-(methylsulfonamidomethyl)benzamido)ethyl)phenyl)thiophene-2-carboxylate CN1N=CC(=C1)C=1C=C(C=C(C1)C(C)NC(C1=C(C=CC(=C1)CNS(=O)(=O)C)C)=O)C1=CC=C(S1)C(=O)OC